2-(7-cyano-1'-((1s,4s)-4-isopropylcyclohexyl)-3-oxo-1H-spiro[isoquinoline-4,4'-piperidin]-2(3H)-yl)ethyl methylcarbamate CNC(OCCN1CC2=CC(=CC=C2C2(CCN(CC2)C2CCC(CC2)C(C)C)C1=O)C#N)=O